5-Bromo-2-iodo-4-methoxyaniline BrC=1C(=CC(=C(N)C1)I)OC